C(C)OC(=O)N1CC2(C1)CCC2 2-azaspiro[3.3]Heptane-2-carboxylic acid ethyl ester